ClC1=NC=C(C(=N1)C(F)(F)F)C1=C(C(=CC=C1)C)C 2-Chloro-5-(2,3-dimethylphenyl)-4-(trifluoromethyl)pyrimidine